(3-oxo-2,3-dihydro-[1,2,4]triazolo[4,3-c]pyrimidin-7-yl)boronic acid O=C1NN=C2N1C=NC(=C2)B(O)O